1-(2-bromo-1,1-dimethoxyethyl)-4-chlorobenzene BrCC(OC)(OC)C1=CC=C(C=C1)Cl